(2-amino-3-bromo-6-chlorophenyl)(2-chloro-5-fluorophenyl)methanol NC1=C(C(=CC=C1Br)Cl)C(O)C1=C(C=CC(=C1)F)Cl